methyl 3-butyl-5-(4-fluorophenyl)-7-methoxy-2-methyl-2,3,4,5-tetrahydro-1,2,5-benzothiadiazepine-8-carboxylate 1,1-dioxide C(CCC)C1N(S(C2=C(N(C1)C1=CC=C(C=C1)F)C=C(C(=C2)C(=O)OC)OC)(=O)=O)C